CN(C(CCC(=O)OC1C(CCC(C1)C)C(C)C)=O)C 2-isopropyl-5-methylcyclohexyl 4-(dimethylamino)-4-oxobutyrate